tert-butyl (S)-(7-(3-cyclohexylpropoxy)-5-methyl-4-oxo-2,3,4,5-tetrahydrobenzo[b][1,4]oxazepin-3-yl)carbamate C1(CCCCC1)CCCOC1=CC2=C(OC[C@@H](C(N2C)=O)NC(OC(C)(C)C)=O)C=C1